1-(1-((4-chloro-2-(trifluoromethyl)phenyl)imino)-2-propoxyethyl)-1H-imidazole ClC1=CC(=C(C=C1)N=C(COCCC)N1C=NC=C1)C(F)(F)F